ClC1=C(C=NN1C)S(=O)(=O)N1CCC(=CC1)C1=CC2=C(OCO2)C=C1Cl 1-((5-chloro-1-methyl-1H-pyrazol-4-yl)sulfonyl)-4-(6-chlorobenzo[d][1,3]dioxol-5-yl)-1,2,3,6-tetrahydropyridine